4-[4-fluoro-1-(3-isoquinolyl)piperidine-4-carbonyl]-3,5-dihydro-2H-pyrido[3,4-f][1,4]oxazepine-9-carbonitrile FC1(CCN(CC1)C=1N=CC2=CC=CC=C2C1)C(=O)N1CCOC2=C(C1)C=NC=C2C#N